[3-(N-methylanilino)-1-(2,2,2-trifluoroethyl)pyrazolo[4,3-c]pyridin-6-yl]-(1,4-oxazepan-4-yl)methanone CN(C1=CC=CC=C1)C1=NN(C2=C1C=NC(=C2)C(=O)N2CCOCCC2)CC(F)(F)F